4-((2-(dimethylamino)ethyl)amino)-2-ethylquinolin-7-ol CN(CCNC1=CC(=NC2=CC(=CC=C12)O)CC)C